2-(2,6-Dioxopiperidin-3-yl)-5-fluoro-6-(4-((7-(5-methoxy-2-(1-methyl-1H-pyrazol-4-yl)-4-nitrophenyl)-2,7-diazaspiro[3.5]non-2-yl)methyl)piperidin-1-yl)isoindoline-1,3-dione O=C1NC(CCC1N1C(C2=CC(=C(C=C2C1=O)F)N1CCC(CC1)CN1CC2(C1)CCN(CC2)C2=C(C=C(C(=C2)OC)[N+](=O)[O-])C=2C=NN(C2)C)=O)=O